1,2-diphenyl-1,2-dimethylethane C1(=CC=CC=C1)C(C(C)C1=CC=CC=C1)C